C(C)(C)(C)OC(=O)N1[C@@H](COCC1)C=1C=C(C=C2CCN(CC12)C(=O)C1=NC(=NC(=C1)C)C)Cl (R)-3-(6-chloro-2-(2,6-dimethylpyrimidin-4-carbonyl)-1,2,3,4-tetrahydroisoquinolin-8-yl)morpholine-4-carboxylic acid tert-butyl ester